C1CC12NCCN(C2)C2=NC(=CC=C2C(C)O)N2C=NC1=C2C=CC(=C1)NC=1N=NC(=CC1)C 1-[2-(4,7-diazaspiro[2.5]oct-7-yl)-6-[5-[(6-methylpyridazin-3-yl)amino]benzimidazol-1-yl]-3-pyridinyl]ethanol